((1S,4R,6R)-6-((5-chloropyridin-2-yl)amino)-2-azabicyclo[2.2.2]oct-2-yl)(2-fluoro-6-(pyrimidin-2-yl)phenyl)methanone ClC=1C=CC(=NC1)N[C@@H]1C[C@@H]2CN([C@H]1CC2)C(=O)C2=C(C=CC=C2C2=NC=CC=N2)F